(R)-1-(3-(4-(3-Hydroxy-1-methyl-2-oxopyrrolidin-3-yl)-1H-1,2,3-triazol-1-yl)phenyl)imidazo[1,5-a]pyridine-3-carboxamide O[C@@]1(C(N(CC1)C)=O)C=1N=NN(C1)C=1C=C(C=CC1)C=1N=C(N2C1C=CC=C2)C(=O)N